2-[1-[2-(6-azaspiro[2.5]oct-6-yl)-4-oxo-6-(trifluoromethyl)chromen-8-yl]ethylamino]benzoic acid C1CC12CCN(CC2)C=2OC1=C(C=C(C=C1C(C2)=O)C(F)(F)F)C(C)NC2=C(C(=O)O)C=CC=C2